C(N)(=O)C=1C(=NC(=C(N1)CC)C)NC=1C=C(CCNC([C@H](C)OC(NC)=O)=O)C=CC1 (S)-(1-((3-((3-carbamoyl-5-ethyl-6-methylpyrazin-2-yl)amino)phenethyl)amino)-1-oxopropan-2-yl)(methyl)carbamate